ethyl-piperidine-3-carboxylic acid (1-pyrimidin-2-yl-cyclopropyl)-amide N1=C(N=CC=C1)C1(CC1)NC(=O)C1CN(CCC1)CC